N-(4-([1,2,4]triazolo[4,3-a]pyridin-7-yloxy)-3-methylphenyl)-5-(azetidin-3-yl)pyrrolo[2,1-f][1,2,4]triazin-4-amine N=1N=CN2C1C=C(C=C2)OC2=C(C=C(C=C2)NC2=NC=NN1C2=C(C=C1)C1CNC1)C